NC1=NC=CC(=C1)C1=C(C=2C(N(CCC2N1)C1CC1)=O)C1=CC=CC=C1 2-(2-aminopyridin-4-yl)-5-cyclopropyl-3-phenyl-1,5,6,7-tetrahydro-4H-pyrrolo[3,2-c]pyridin-4-one